FC(C=1C(=CC(=NC1)C=C)C1=NC=2C=CC3=C(C2C=C1)C1=C(S3)C(N[C@@H](CN1)C)=O)F (R)-3-(5-(difluoromethyl)-2-vinylpyridin-4-yl)-10-methyl-9,10,11,12-tetrahydro-8H-[1,4]diazepino[5',6':4,5]thieno[3,2-f]quinolin-8-one